CC1(C(C(=NO1)C1=CC(=C(C(=O)N([C@H]2CNCCC2)C2=NC=CC3=C2C=C(S3)C#CCO)C=C1)C)=O)C (R)-4-(5,5-dimethyl-4-oxo-4,5-dihydroisoxazol-3-yl)-N-(2-(3-hydroxyprop-1-yn-1-yl)thieno[3,2-c]pyridin-4-yl)-2-methyl-N-(piperidin-3-yl)benzamide